3-bromo-8-fluoroquinolin-6-amine BrC=1C=NC2=C(C=C(C=C2C1)N)F